(2S)-2-((2-(4-(cyanomethyl)-2-carbonylpyrrolidin-1-yl)-5,6-dihydrobenzo[f]imidazo[1,2-d][1,4]oxazepin-9-yl)amino)propionamide C(#N)CC1CC(N(C1)C=1N=C2N(CCOC3=C2C=CC(=C3)N[C@H](C(=O)N)C)C1)=C=O